5-amino-2-[2-(2,2-difluoroethylamino)-5-fluoro-3-pyridinyl]-6-(3-methoxy-2,6-dimethyl-phenyl)pyrimidine-4-carboxylic acid NC=1C(=NC(=NC1C1=C(C(=CC=C1C)OC)C)C=1C(=NC=C(C1)F)NCC(F)F)C(=O)O